2'-Chloro-5-cyano-6'-cyclopropyl-[2,4'-bipyridine]-3-carbohydrazide ClC1=NC(=CC(=C1)C1=NC=C(C=C1C(=O)NN)C#N)C1CC1